C(=C)C1=CC=C(CC(CCCCC2=NN=NN2)C2=NN=NN2)C=C1 1-(4-vinylbenzyl)-5,5'-pentamethylenebis(1H-tetrazole)